(E)-1-(2,4-dihydroxyphenyl)-3-(4-hydroxyphenyl-3,5-d2)prop-2-en-1-one-2,3-d2 OC1=C(C=CC(=C1)O)C(\C(=C(/[2H])\C1=CC(=C(C(=C1)[2H])O)[2H])\[2H])=O